C(#N)C1=CC(=C(OCC2=C(C=CC(=N2)C=2CN(CC2)CC2=NC3=C(N2C[C@H]2OCC2)C=C(C=C3F)C(=O)O)F)C=C1)F 2-[(3-{6-[(4-cyano-2-fluorophenoxy)methyl]-5-fluoropyridin-2-yl}-2,5-dihydro-1H-pyrrol-1-yl)methyl]-4-fluoro-1-{[(2S)-oxetan-2-yl]methyl}-1H-1,3-benzodiazole-6-carboxylic acid